(2S,11S)-6-bromo-11-[(tert-butoxycarbonyl)amino]-12-oxo-1-azatricyclo[6.4.1.0(4,13)]tridec-4(13),5,7-triene-2-carboxylic acid BrC1=CC=2C[C@H](N3C([C@H](CCC(=C1)C32)NC(=O)OC(C)(C)C)=O)C(=O)O